S1CN=C2C1=C1C(C(NN=C1)=O)=N2 thiazolo[5',4':4,5]pyrrolo[2,3-d]pyridazin-5(6H)-one